2'-deoxyuridine-phosphoramidite P(O)(N)OC[C@@H]1[C@H](C[C@@H](O1)N1C(=O)NC(=O)C=C1)O